1-(quinolin-5-yl)-5-(trifluoromethyl)-1H-pyrazole-4-carboxylic acid N1=CC=CC2=C(C=CC=C12)N1N=CC(=C1C(F)(F)F)C(=O)O